3-(2,4-Dimethoxyphenyl)-9H-xanthene-1,8-diol COC1=C(C=CC(=C1)OC)C=1C=C(C=2CC3=C(C=CC=C3OC2C1)O)O